ClC1=C(C(=NC(=N1)CC1=CC=C(C=C1)Cl)N)OC1=C(C=CC=C1)OC 6-chloro-2-(4-chlorobenzyl)-5-(2-methoxyphenoxy)pyrimidin-4-amine